FC=1C=C2C(=CNC2=CC1F)NC(C(=O)NCCOC1=CC(=C(C=C1)C)C)=O N1-(5,6-difluoro-1H-indol-3-yl)-N2-(2-(3,4-dimethylphenoxy)ethyl)oxalamide